(7S)-2-[4-(3-methylphenoxy)phenyl]-7-(piperazin-1-yl)-4,5,6,7-tetrahydro-2H-pyrazolo[4,3-b]pyridine-3-carboxamide CC=1C=C(OC2=CC=C(C=C2)N2N=C3C(NCC[C@@H]3N3CCNCC3)=C2C(=O)N)C=CC1